NC1(CCN(CC1)C1=NC(=C2C(=N1)NN=C2C2=C(C(=CC=C2)Cl)Cl)C(=O)N)C2=CC=NC=C2 6-(4-amino-4-(pyridin-4-yl)piperidin-1-yl)-3-(2,3-dichlorophenyl)-1H-pyrazolo[3,4-d]pyrimidine-4-carboxamide